C(CCCCCC)OC(CCCCCCCCCN(CCOC(NCCN(C)C)=O)CCCCCCCCCC(=O)OCCCCCCC)=O heptyl 10-(10-(heptyloxy)-10-oxodecyl)-2-methyl-6-oxo-7-oxa-2,5,10-triazaicosan-20-oate